methyl 3-(benzyloxy)-2-hydroxybenzoate C(C1=CC=CC=C1)OC=1C(=C(C(=O)OC)C=CC1)O